CC1CC(CCC1)NC(=O)CC(CC(=O)NC1CC(CCC1)C)C(=O)NC1CC(CCC1)C 1,2,3-propanetricarboxylic acid, tri(3-methylcyclohexylamide)